ClC1=C(C(=O)NC(C)C2=CC=CC3=CC=CC=C23)C=C(C=C1)OC 2-Chloro-5-methoxy-N-(1-(naphthalen-1-yl)ethyl)benzamide